C12CCC(CC1)O2 7-oxabicyclo-[2.2.1]Heptane